[4-(5-tert-Butyl-1,3,4-oxadiazol-2-yl)phenyl]-[4-(5-methyloxazolo[4,5-b]pyridin-2-yl)piperazin-1-yl]methanon C(C)(C)(C)C1=NN=C(O1)C1=CC=C(C=C1)C(=O)N1CCN(CC1)C=1OC=2C(=NC(=CC2)C)N1